C1(=CC=CC=C1)C1=NNC=N1 3-phenyl-[1,2,4]Triazole